C1=NC(=C(N1[C@H]2[C@@H]([C@@H]([C@H](O2)CO)O)O)N)C(=O)N The molecule is a 1-ribosylimidazolecarboxamide in which the carboxamide group is situated at position 4 of the imidazole ring, which is further substituted at position 5 by an amino group. A purine nucleoside analogue and activator of AMP-activated protein kinase, it is is used for the treatment of acute lymphoblastic leukemia and is reported to have cardioprotective effects. It has a role as a platelet aggregation inhibitor and an antineoplastic agent. It is an aminoimidazole, a nucleoside analogue and a 1-ribosylimidazolecarboxamide.